(1S,3S,5S)-5-methyl-2-((4-((R)-1-phenylethoxy)benzoyl)glycyl)-2-azabicyclo[3.1.0]hexane-3-carboxylic acid methyl ester COC(=O)[C@H]1N([C@H]2C[C@]2(C1)C)C(CNC(C1=CC=C(C=C1)O[C@H](C)C1=CC=CC=C1)=O)=O